5-(1-((5-amino-1,3,4-thiadiazol-2-yl)methyl)pyrrolidin-3-yl)-1,3,4-thiadiazol-2-amine NC1=NN=C(S1)CN1CC(CC1)C1=NN=C(S1)N